2-[[5-(4-chloro-2-fluoro-phenyl)-3-methyl-triazol-4-yl]methyl]-5-[3-[(6-chloro-3-pyridyl)oxy]azetidin-1-yl]pyridazin-3-one ClC1=CC(=C(C=C1)C1=C(N(N=N1)C)CN1N=CC(=CC1=O)N1CC(C1)OC=1C=NC(=CC1)Cl)F